The molecule is a sulfone that is dapsone in which both of the amino groups been acetylation. An antimicrobial drug, it also has antimalarial activity. It has a role as an antimicrobial drug and an antimalarial. It is a sulfone, a secondary carboxamide, a member of acetamides and an anilide. It derives from a dapsone. CC(=O)NC1=CC=C(C=C1)S(=O)(=O)C2=CC=C(C=C2)NC(=O)C